FC(S(=O)(=O)OC1=C(C(N(C(=C1)C)C1=C(C(=NC=C1)C1=C(C(=CC=C1)C(N(C)C)=O)F)Cl)=O)Cl)(F)F 3,3'-dichloro-2'-(3-(dimethylcarbamoyl)-2-fluorophenyl)-6-methyl-2-oxo-2H-[1,4'-bipyridin]-4-yl trifluoromethanesulfonate